N-(4-{[6-(5-chloro-2-fluorophenyl)pyridazin-4-yl]amino}pyridin-2-yl)-3-(morpholin-4-yl)propanamide ClC=1C=CC(=C(C1)C1=CC(=CN=N1)NC1=CC(=NC=C1)NC(CCN1CCOCC1)=O)F